C[Si](O[C@@H]1[C@@H](C2=CC[C@H]3[C@@]4(CC[C@H]([C@@H](CCCC(O)C5=C(C=CC=C5)F)C)[C@]4(CC[C@@H]3[C@]2(CC1)C)C)C(C)C)O)(C(C)(C)C)C 3β-{[dimethyl(2-methylprop-2-yl)silyl]oxy}-24-[(2-fluorophenyl)(hydroxyl)methyl]-14α-methyl-Ethylcholan-6(5)-en-4β-ol